I.I.C(CN)N ETHYLENEDIAMINE DIHYDROIODIDE